O=C1NC(CCC1C1=CC(=C(C=C1)N1CC2(C1)CCN(CC2)CC2CCN(CC2)NC(C2=CC(=CC=C2)OC)=O)F)=O N-(4-((2-(4-(2,6-dioxopiperidin-3-yl)-2-fluorophenyl)-2,7-diazaspiro[3.5]non-7-yl)methyl)piperidin-1-yl)-3-methoxybenzamide